CC=1N=CSC1C1=CC=C(C=C1)[C@H](C)N1C(CCC1)C(=O)N ((S)-1-[4-(4-methylthiazol-5-yl)phenyl]ethyl)pyrrolidine-2-carboxamide